CC=1C=C(C=CC1OC1=CC2=C(N(C=N2)C)C=C1)NC=1C2=C(N=CN1)C=NC(=C2)OC2CC1CCC(C2)N1C(C=C)=O 1-(exo-3-((4-((3-Methyl-4-((1-methyl-1H-benzo[d]imidazol-5-yl)oxy)phenyl)amino)pyrido[3,4-d]pyrimidin-6-yl)oxy)-8-azabicyclo[3.2.1]octan-8-yl)prop-2-en-1-one